2-(tert-butylthio)-1-(4-(5-(trifluoromethyl)-1,2,4-oxadiazol-3-yl)phenyl)ethan-1-one C(C)(C)(C)SCC(=O)C1=CC=C(C=C1)C1=NOC(=N1)C(F)(F)F